ClC=1N=C(SC1)C1=NN=C2N1CCN([C@@H]2C)C(=O)C2=CC(=C(C=C2)F)[2H] (R)-(3-(4-Chlorothiazol-2-yl)-8-methyl-5,6-dihydro-[1,2,4]triazolo[4,3-a]pyrazin-7(8H)-yl)(4-fluorophenyl-3-d)methanone